(S)-2-(3-fluoropyrrolidin-1-yl)-4-phenylnicotinonitrile F[C@@H]1CN(CC1)C1=C(C#N)C(=CC=N1)C1=CC=CC=C1